COC=1C=C(C=CC1OC)C1=CC=NC=2N1N=C(C2)C(=O)NC2=CC=C(C=N2)N2CCN(CC2)C(=O)OC(C)(C)C tert-butyl 4-(6-(7-(3,4-dimethoxyphenyl)pyrazolo[1,5-a]pyrimidine-2-carboxamido)pyridin-3-yl)piperazine-1-carboxylate